N-(hexane-3-yl)hexane-1,6-diamine CCC(CCC)NCCCCCCN